Cl.NC1=CC(=C(C=C1OC)C1=NC=C(C2=C1C(=NO2)N)C=2C=NNC2)F 4-(4-amino-2-fluoro-5-methoxyphenyl)-7-(1H-pyrazol-4-yl)isoxazolo[4,5-c]Pyridin-3-amine hydrochloride